6'-Fluoro-3-[2-methyl-4-(4-methyl-4H-1,2,4-triazol-3-yl)piperidin-1-yl]-[2,3'-bipyridine]-4-carbonitrile FC1=CC=C(C=N1)C1=NC=CC(=C1N1C(CC(CC1)C1=NN=CN1C)C)C#N